N-(2-cyclopropyl-4-iodo-5-methylphenyl)-2-fluoro-N'-hydroxybenzenecarboximidamide C1(CC1)C1=C(C=C(C(=C1)I)C)NC(=NO)C1=C(C=CC=C1)F